Cl.COC1=CC=C(C=C1)NN 4-Methoxyphenylhydrazine-hydrochloride